NC1=C(C=CC=C1)[O-] 2-Aminophenolate